6-cyclobutyl-2-methyl-3,6-dihydro-4H-pyrrolo[3',2':5,6]pyrido[4,3-d]pyrimidin-4-one C1(CCC1)N1C=C2C(N=C(NC2=O)C)=C2C1=NC=C2